CN(C(OC(C)(C)C)=O)CC1OCCCC2=C1C=CC=C2C2=NC=CC=C2 tert-Butyl methyl((6-(pyridin-2-yl)-1,3,4,5-tetrahydrobenzo[c]oxepin-1-yl)methyl)carbamate